NC=1NC=C(N1)CCCC(=O)NC(CCCCCC)CCCCCC 4-(2-amino-1H-imidazol-4-yl)-N-(tridecan-7-yl)butanamide